α-amylcinnamyl isovalerate C(CC(C)C)(=O)OCC(=CC1=CC=CC=C1)CCCCC